CC1=C(C(=CC=C1NC1=NC=C(C(=N1)C1=CN(C2=CC=CC=C12)C)C)N)N methyl-N4-[5-methyl-4-(1-methylindol-3-yl)pyrimidin-2-yl]benzene-1,2,4-triamine